CN1N=NN=C1C1=CC=C(CCNC2=NC=3N(C(=N2)N)N=C(N3)C=3OC=CC3)C=C1 N5-(4-(1-methyl-1H-tetrazol-5-yl)phenethyl)-2-(furan-2-yl)-[1,2,4]triazolo[1,5-a][1,3,5]triazine-5,7-diamine